2-(4-(3-((4-(6-(8-(benzo[d]thiazol-2-ylcarbamoyl)-3,4-dihydroisoquinolin-2(1H)-yl)-2-(tert-butoxycarbonyl)pyridin-3-yl)-3-methylphenyl)(methyl)amino)propyl)piperidin-1-yl)acetic acid S1C(=NC2=C1C=CC=C2)NC(=O)C=2C=CC=C1CCN(CC21)C2=CC=C(C(=N2)C(=O)OC(C)(C)C)C2=C(C=C(C=C2)N(CCCC2CCN(CC2)CC(=O)O)C)C